zirconium boric acid B(O)(O)O.[Zr]